(E)-1-Chloro-3,3,3-trifluoropropen Cl\C=C\C(F)(F)F